1,2,4-triazolo[4,3-a]quinoxaline C1=NN=C2N1C1=CC=CC=C1N=C2